NC(C(=O)O)C(CCC(=O)O)O 2-amino-3-hydroxyadipic acid